[1,3]Dioxin-5-carbonitrile O1COCC(=C1)C#N